N-[3-(azepan-1-yl)-4-(2-benzylpiperazinecarbonyl)phenyl]cyclopropanecarboxamide (1S,2S,5R)-ethyl-((6-(4-fluorophenoxy)pyridin-3-yl)sulfonyl)-3,8-diazabicyclo[3.2.1]octane-2-carboxylate C(C)[C@@]1([C@]2(CC[C@H](CN1)N2)S(=O)(=O)C=2C=NC(=CC2)OC2=CC=C(C=C2)F)C(=O)O.N2(CCCCCC2)C=2C=C(C=CC2C(=O)N2C(CNCC2)CC2=CC=CC=C2)NC(=O)C2CC2